C(C)(C)(C)S(=O)(=O)C=1C(=CC=2N(C1)C(=CN2)C2=CC(=NC(=C2)F)NCCC(C)O)OC 4-((4-(6-(tert-butylsulfonyl)-7-methoxyimidazo[1,2-a]pyridin-3-yl)-6-fluoropyridin-2-yl)amino)butan-2-ol